cobalt-tin-oxide [Sn]=O.[Co]